[Cu].[Zn].[Pb].[Mg].[Ca].CC1=C(CSCCSCC2=C(C=CC(=C2)C)C)C=C(C=C1)C 1,2-bis(2,5-dimethylbenzylthio)ethane calcium magnesium lead zinc copper